N,N-di(2-hydroxyethyl)-aniline OCCN(C1=CC=CC=C1)CCO